methyl 3-(9-((4-(((tert-butoxycarbonyl)amino)methyl)-2-(2-(cyclopropylamino)-2-oxoethyl)phenyl)carbamoyl)-4,5-dihydrobenzo[b]thieno[2,3-d]oxepin-8-yl)-6-(propylcarbamoyl)picolinate C(C)(C)(C)OC(=O)NCC1=CC(=C(C=C1)NC(=O)C1=CC2=C(OCCC3=C2SC=C3)C=C1C=1C(=NC(=CC1)C(NCCC)=O)C(=O)OC)CC(=O)NC1CC1